N-((4-Fluoro-2,6-diisopropylphenyl)carbamoyl)-4-hydroxypiperidin-1-sulfonamid FC1=CC(=C(C(=C1)C(C)C)NC(=O)NS(=O)(=O)N1CCC(CC1)O)C(C)C